C(#C)C=1SC=C(N1)C(=O)N(C1=CC(=CC(=C1)C(F)(F)F)OCCO)C1C(N(CC1)CC1=CC=C(C=C1)F)=O 2-Ethynyl-N-(1-(4-fluorobenzyl)-2-oxopyrrolidin-3-yl)-N-(3-(2-hydroxyethoxy)-5-(trifluoromethyl)phenyl)thiazole-4-carboxamide